BrC=1C=CC(=C(NC[C@H]2OCC2)C1)[N+](=O)[O-] 5-bromo-2-nitro-N-[[(2S)-oxetan-2-yl]methyl]aniline